[3-(8-Fluoroimidazo[1,2-a]pyridin-3-yl)-1-(2,2,2-trifluoroethyl)pyrazolo[4,3-c]pyridin-6-yl]-(3-endo-hydroxy-8-azabicyclo[3.2.1]octan-8-yl)methanon FC=1C=2N(C=CC1)C(=CN2)C2=NN(C1=C2C=NC(=C1)C(=O)N1C2CC(CC1CC2)O)CC(F)(F)F